5-cyano-1-(4-methylsulfanylphenyl)-4-oxo-cinnoline-3-carboxylic acid C(#N)C1=C2C(C(=NN(C2=CC=C1)C1=CC=C(C=C1)SC)C(=O)O)=O